C(C1=CC=CC=C1)N1CCC(CC1)CCNC(=O)C=1C=NC=2N(C1C)N=C(C2)C2=CC(=NC=C2)F N-[2-(1-benzylpiperidin-4-yl)ethyl]-2-(2-fluoropyridin-4-yl)-7-methylpyrazolo[1,5-a]pyrimidine-6-carboxamide